(3S)-3-[[3-[[4-(Trifluoromethyl)benzoyl]amino]phenyl]methoxy]-L-aspartic acid FC(C1=CC=C(C(=O)NC=2C=C(C=CC2)CO[C@@H]([C@H](N)C(=O)O)C(=O)O)C=C1)(F)F